methyl-6-{[(2,4,6-trifluorophenyl)carbonyl]amino}pyridine-2-carboxamide CC=1C(=NC(=CC1)NC(=O)C1=C(C=C(C=C1F)F)F)C(=O)N